N1C=C(C=2C1=NC=CC2)\C=C/2\C(NC(S2)=O)=O (Z)-5-((1H-pyrrolo[2,3-b]pyridin-3-yl)methylene)thiazolidine-2,4-dione